C(C)(C)(C)CC(C(=O)OO)(C)C.C(#N)N=C(NC1(CC1)[C@H](CC1=CC=C(C=C1)O)N(C)C)NC1COC2=CC=CC(=C2C1)F 2-cyano-1-(1-((S)-1-(dimethylamino)-2-(4-hydroxyphenyl)ethyl)cyclopropyl)-3-(5-fluoro-chroman-3-yl)guanidine tertiary butyl-peroxypivalate